C(=CC)N1CC(CC1)C=1C=C(C(=C2C=NC=NC12)N)C1=CC=C(C(=O)NC2=NC=CC=C2F)C=C1 4-(8-(1-propenylpyrrolidin-3-yl)-5-aminoquinazolin-6-yl)-N-(3-fluoropyridin-2-yl)benzamide